ClC1=CC=C(C=C1)C1=NN=C(C2=CC=CC=C12)NC1CN(CC1(C)C)C 4-(4-chlorophenyl)-N-(1,4,4-trimethylpyrrolidin-3-yl)phthalazin-1-amine